tungsten borohydride [BH4-].[W+4].[BH4-].[BH4-].[BH4-]